BrCCC[Si](OC)(OC)OC 3-Bromopropyltrimethoxysilane